C(C)(=O)OCCCCCCCCC\C=C/C=C/CCC (Z,E)-10,12-hexadecadienyl acetate